8-(2-chlorophenyl)-7-(6-chloropyridin-3-yl)-1-methyl-3-[[2-(trimethylsilyl)ethoxy]methyl]purine-2,6-dione ClC1=C(C=CC=C1)C1=NC=2N(C(N(C(C2N1C=1C=NC(=CC1)Cl)=O)C)=O)COCC[Si](C)(C)C